2-(dimethyl-amino)ethan-1-ol CN(CCO)C